tri-fluoromethane tert-butyl-7-(2-(toluenesulfonyloxy)ethyl)-3,4-dihydro-1,8-naphthyridine-1(2H)-carboxylate C(C)(C)(C)OC(=O)N1CCCC2=CC=C(N=C12)CCOS(=O)(=O)CC1=CC=CC=C1.FC(F)F